C1(CCCCC1)C(=O)O cis-trans-cyclohexanecarboxylic acid